N2-ethyl-N6,N6-bis(2-methoxyethyl)-4,8-bis(4-methoxypiperidin-1-yl)-N2-(2-(piperidin-1-yl)ethyl)pyrimido[5,4-d]pyrimidine-2,6-diamine C(C)N(C=1N=C(C2=C(N1)C(=NC(=N2)N(CCOC)CCOC)N2CCC(CC2)OC)N2CCC(CC2)OC)CCN2CCCCC2